NC(C)(C)C1=NN(C=C1)CCO 2-[3-(1-amino-1-methyl-ethyl)pyrazol-1-yl]ethanol